CC=1C(C=C(C(C1C)=O)C)=O 2,3,5-trimethyl-p-benzoquinone